C1(CCCCC1)C1=NC2=CC(=C(C=C2C(N1)=O)[N+](=O)[O-])OCCOC 2-cyclohexyl-7-(2-methoxyethoxy)-6-nitroquinazolin-4(3H)-one